Chloro-thio hydride ClS